FC=1C(=CC(=C(C1)N1C(C=CC2=CC(=CC=C12)S(=O)(=O)NC=1OC=CN1)=O)OC)C1CC(C1)C(F)(F)F (P)-1-(5-fluoro-2-methoxy-4-(3-(trifluoromethyl)cyclobutyl)phenyl)-N-(oxazol-2-yl)-2-oxo-1,2-dihydroquinoline-6-sulfonamide